tert-butyl 8-(7-bromo-2,8-difluoro-6-(trifluoromethyl)quinazolin-4-yl)-3,8-diazabicyclo[3.2.1]octane-3-carboxylate BrC1=C(C=C2C(=NC(=NC2=C1F)F)N1C2CN(CC1CC2)C(=O)OC(C)(C)C)C(F)(F)F